FC1=C(C2=CC=CC=C2[C@]12CC1(OCCO1)CCC2)C (S)-2-Fluoro-3-methyldispiro[indene-1,1'-cyclohexane-3',2''-[1,3]dioxolane]